(2S,5S)-tert-butyl 5-(4-chlorobenzyl)-2-((2-oxopiperidin-1-yl)methyl)morpholine-4-carboxylate ClC1=CC=C(C[C@H]2CO[C@H](CN2C(=O)OC(C)(C)C)CN2C(CCCC2)=O)C=C1